1-fluoro-3-methoxy-5-phenethyl-benzene-13C F[13C]1=CC(=CC(=C1)CCC1=CC=CC=C1)OC